BrC=1C=CC(=C(N)C1)C1=CC=NN1 5-bromo-2-(1H-pyrazol-5-yl)aniline